CC(=CCC=C)CC 5-methyl-1,4-heptadiene